C(CCCC)O.C(CCCC)O.C(CCCC)O.C(CCCC)O.[Ge] germanium tetrapentanol